N1C=CC=2C1=NC=C(C2)C#N 1H-pyrrolo[2,3-b]pyridin-5-carbonitrile